1-[4-[benzyl(methylsulfonyl)amino]phenyl]-9H-pyrido[3,4-b]indole-3-carboxylic acid C(C1=CC=CC=C1)N(C1=CC=C(C=C1)C1=NC(=CC2=C1NC1=CC=CC=C21)C(=O)O)S(=O)(=O)C